C(#N)C=1OC2=CC=CC=C2CC1 cyano-4H-chromen